5-cyano-N-(3,5-difluoro-4-(1-methyl-1H-pyrazol-4-yl)phenyl)-2-(methylsulfonyl)benzamide Sodium sulfite S(=O)([O-])[O-].[Na+].C(#N)C=1C=CC(=C(C(=O)NC2=CC(=C(C(=C2)F)C=2C=NN(C2)C)F)C1)S(=O)(=O)C.[Na+]